CN(NCC1=NC=C(C=C1)C(F)(F)F)C(=O)C1(C(C1([2H])[2H])([2H])[2H])[2H] N-methyl-N'-((5-(trifluoromethyl)pyridin-2-yl)methyl)cyclopropane-1-carbohydrazide-d5